3-(3-ethyl-4-oxo-spiro[6,8-dihydro-5H-pyrazolo[4,3-c]azepine-7,4'-tetrahydropyran]-1-yl)propyl 4-methylpyridine-2-carboxylate CC1=CC(=NC=C1)C(=O)OCCCN1N=C(C=2C(NCC3(CCOCC3)CC21)=O)CC